4-bromo-7-chloro-1H-indole BrC1=C2C=CNC2=C(C=C1)Cl